N-(3-chloro-2-methoxyphenyl)-7-methoxy-2-(tetrahydro-2H-pyran-4-yl)imidazo[1,2-a]pyridine-6-carboxamide ClC=1C(=C(C=CC1)NC(=O)C=1C(=CC=2N(C1)C=C(N2)C2CCOCC2)OC)OC